C(C)(C)(C)N1N=CC(=C1F)C(=O)NC1=C(C=C(C(=C1)C=1C=C2C=NN(C2=C(C1)N1CCOCC1)C1CN(C1)C)C)F 1-Tert-butyl-5-fluoro-N-{2-fluoro-4-methyl-5-[1-(1-methylazetidin-3-yl)-7-(morpholin-4-yl)indazol-5-yl]phenyl}pyrazole-4-carboxamide